ClC=1C2=CN(N=C2C(=C(C1)C1=CC=C(C=C1)C1CCN(CC1)CCOC)Cl)C(C(=O)NC=1SC=CN1)C1=C2N(C=N1)C[C@@H](C2)F 2-(4,7-Dichloro-6-(4-(1-(2-methoxyethyl)piperidin-4-yl)phenyl)-2H-indazol-2-yl)-2-((R)-6-fluoro-6,7-dihydro-5H-pyrrolo[1,2-c]imidazol-1-yl)-N-(thiazol-2-yl)acetamide